(1s,3s)-3-(2-Cyanopropan-2-yl)cyclobutyl (8-amino-7-fluoro-6-(8-methyl-2,3-dihydro-1H-pyrido[2,3-b][1,4]oxazin-7-yl)isoquinolin-3-yl)carbamate NC=1C(=C(C=C2C=C(N=CC12)NC(OC1CC(C1)C(C)(C)C#N)=O)C1=C(C2=C(OCCN2)N=C1)C)F